NC1=C(C=C(C(=C1)Cl)F)C(=O)N1CCC(CC1)C=1C(=CN=C2NC(=NC12)C1CCN(CC1)C)F (2-amino-4-chloro-5-fluorophenyl){4-[6-fluoro-2-(1-methyl-4-piperidyl)-3H-1,3,4-triazainden-7-yl]-1-piperidyl}methanone